2-cyclopropoxy-4-(1-difluoromethyl-1H-pyrazol-4-yl)benzene C1(CC1)OC1=CC=CC(=C1)C=1C=NN(C1)C(F)F